3-fluoro-4-[5-(trifluoromethyl)-1,2,4-oxadiazol-3-yl]benzamide FC=1C=C(C(=O)N)C=CC1C1=NOC(=N1)C(F)(F)F